COCCNC=1N(C(C=2NC(=NC2N1)C=1C=NN(C1)CC1=CC(=CC=C1)C(F)(F)F)=O)CCC 2-(2-Methoxy-ethylamino)-1-propyl-8-[1-(3-trifluoromethyl-benzyl)-1H-pyrazol-4-yl]-1,7-dihydro-purin-6-one